COC=1C=C2CN(C(C2=CC1OC)=O)CCCCN1CC2N(C=3C=CC=C4C3C(C2)=CS4)CC1 5,6-Dimethoxy-2-(4-(6a,7,9,10-Tetrahydropyrazino[1,2-a]Thieno[4,3,2-De]Quinolin-8(6H)-Yl)Butyl)Isoindolin-1-One